C(C)[SiH](N([Si](N([Si](CC)(CC)CC)CC)(CC)CC)CC)CC nonaethyl-trisilazane